C1(=CC=CC=C1)C(C)(C)C1=C(C=C(C=C1C=C)C(=O)OC(C)(C)C)C=C tert-butyl (3s,5r)-4-(2-phenylpropan-2-yl)-3,5-divinylbenzene-1-carboxylate